7-chloro-2-methyl-2,3-dihydro-1H-isoindole-5-carboxylic acid ClC=1C=C(C=C2CN(CC12)C)C(=O)O